COC(=O)C1CC2(CN(C2)C2=CC=C(C=C2)C=2C=C3C(N(CC3=C(C2)F)C(C(NC=2SC=CN2)=O)C2=C3N(C=N2)CCC3)=O)C1 2-[4-[2-[1-(6,7-dihydro-5H-pyrrolo[1,2-c]imidazol-1-yl)-2-oxo-2-(thiazol-2-ylamino)ethyl]-7-fluoro-3-oxo-isoindolin-5-yl]phenyl]-2-azaspiro[3.3]heptane-6-carboxylic acid methyl ester